CC1=CC=C(C=C1)S(=O)(=O)OC1C(CC1)(F)F 2,2-Difluorocyclobutyl 4-methylbenzenesulfonate